FC1=C(C=C(C(=C1)C(C(NCC(F)(F)F)=O)C)N1CCCC1)NC(OC(C)(C)C)=O tert-butyl (2-fluoro-4-(1-oxo-1-((2,2,2-trifluoroethyl)amino)propan-2-yl)-5-(pyrrolidin-1-yl)phenyl)carbamate